C(CCC)(=O)C1=CC(=C(C=N1)C=1C(=NC2=CC(=NC=C2C1)NC(=O)[C@H]1[C@H](C1)F)C)C (1S,2S)-N-[3-(6-butanoyl-4-methylpyridin-3-yl)-2-methyl-1,6-naphthyridin-7-yl]-2-fluorocyclopropane-1-carboxamide